piperidine-3-carboxylic acid (cyano-dimethyl-methyl)-amide C(#N)C(C)(C)NC(=O)C1CNCCC1